N-[2-(5-oxo-1H-tetrazol-4-yl)ethyl]Carbamic acid benzyl ester C(C1=CC=CC=C1)OC(NCCN1N=NNC1=O)=O